ClN1C=C(C2=CC=CC=C12)N=C=S chloro-3-isothiocyanato-1H-indole